FC(C(=O)O)(F)F.C(#N)[C@H]1N(CC(C1)(F)F)C(CNC(=O)C1=CC=NC2=CC(=CC=C12)C1=CC=C(C=C1)OCCCN1CCNCC1)=O (S)-N-(2-(2-cyano-4,4-difluoropyrrolidin-1-yl)-2-oxoethyl)-7-(4-(3-(piperazin-1-yl)propoxy)phenyl)quinoline-4-carboxamide 2,2,2-trifluoroacetate